(R)-(1-(1-(4-fluorophenyl)pyrrolidin-3-yl)-1H-pyrazol-4-yl)methylamine hydrochloride Cl.FC1=CC=C(C=C1)N1C[C@@H](CC1)N1N=CC(=C1)CN